tert-Butyl 6-bromo-1-oxoisoindoline-2-carboxylate BrC1=CC=C2CN(C(C2=C1)=O)C(=O)OC(C)(C)C